[CH2]C1=CNC2=CC=CC=C12 3-(λ3-methyl)-1H-indole